F[C@@H]\1[C@@]2(CCC[C@](C/C1=C\C=1N=CC(=NC1)C=1C(=CC(=NC1)N1C=NC=C1)O)(N2)C)C 5-(5-((E)-((1S,2S,5R)-2-fluoro-1,5-dimethyl-9-azabicyclo[3.3.1]nonan-3-ylidene)methyl)pyrazin-2-yl)-2-(1H-imidazol-1-yl)pyridin-4-ol